CC(C=C)(C)O[SiH](C)C (1,1-dimethyl-2-propenyl)oxy-dimethylsilane